C(C)(C)(C)OC(=O)N[C@H]1C(C[C@@H](C1)C(=O)OCC1=CC=CC=C1)(F)F benzyl (1R,4R)-4-((tert-Butoxycarbonyl) amino)-3,3-difluorocyclopentane-1-carboxylate